pyrrolo[1,2-a]imidazole-3-carboxylate N=1C=2N(C(C1)C(=O)[O-])C=CC2